C(=O)O.CN1C(CCCC1)=O 1-methylpiperidin-2-one formate